N-[(1S)-1-(4-Fluorophenyl)ethyl]-6-(naphthalen-2-yl)-4-oxo-3-(propan-2-yl)-4,5-dihydropyrazolo-[1,5-a]pyrazine-2-carboxamide FC1=CC=C(C=C1)[C@H](C)NC(=O)C1=NN2C(C(NC(=C2)C2=CC3=CC=CC=C3C=C2)=O)=C1C(C)C